N-(2-(2,6-Dioxopiperidin-3-yl)-1-oxoisoindolin-5-yl)-3-(4-(4-(quinoxalin-2-yl)-1H-pyrazol-1-yl)piperidin-1-yl)benzamide O=C1NC(CCC1N1C(C2=CC=C(C=C2C1)NC(C1=CC(=CC=C1)N1CCC(CC1)N1N=CC(=C1)C1=NC2=CC=CC=C2N=C1)=O)=O)=O